FC1=CC(=C(C=C1)C1=NC=CC(=N1)NC1=C2CN(C(C2=CC=C1)=O)C1C(NC(CC1)=O)=O)OC 3-(4-((2-(4-fluoro-2-methoxyphenyl)pyrimidin-4-yl)amino)-1-oxoisoindolin-2-yl)piperidine-2,6-dione